N1CCC2(C3=CC=CC=C13)CCNCC2 2',3'-dihydro-1'h-spiro[piperidine-4,4'-quinoline]